FC(C(=O)O)(F)F.C=1N=C(N2C1CNCC2)C#N 5,6,7,8-tetrahydroimidazo[1,5-a]pyrazine-3-carbonitrile 2,2,2-trifluoroacetate